N1(CC=NC=C1)C=1C(=NC=CN1)C(C)NC(C1=CC(=CC(=C1)C(F)(F)F)C(F)(F)F)=O N-[1-(3-pyrazin-1-ylpyrazin-2-yl)ethyl]-3,5-bis(trifluoromethyl)benzamide